CN(C=1C=C(C=CC1)C=1C=C2CC(C(C2=CC1)NC(O[C@@H]1CN2CCC1CC2)=O)(CC)CC)C (S)-quinuclidin-3-yl (5-(3-(dimethylamino)phenyl)-2,2-diethyl-2,3-dihydro-1H-inden-1-yl)carbamate